BrC=1C(=C(C=CC1)NC(=O)C1=NN2C(C(CCC2)N2C[C@@H](CC2)C(=O)OC)=C1)Cl methyl (3R)-1-[2-[(3-bromo-2-chloro-phenyl)carbamoyl]-4,5,6,7-tetrahydropyrazolo[1,5-a]pyridin-4-yl]pyrrolidine-3-carboxylate